(3R)-3-{[7-bromo-2-(3-fluorophenyl)[1,2,4]triazolo[1,5-c]quinazolin-5-yl]amino}azepin-2-one BrC1=CC=CC=2C=3N(C(=NC12)NC=1C(N=CC=CC1)=O)N=C(N3)C3=CC(=CC=C3)F